N1(C=NC=C1)CC1=CC(=C2CCN(CC2=C1)C1=NC=NC2=CC(=C(C=C12)OC)OCC)C=1C(=NN(C1)C)C(F)(F)F 7-((1H-imidazol-1-yl)methyl)-2-(7-ethoxy-6-methoxyquinazolin-4-yl)-5-(1-methyl-3-(trifluoromethyl)-1H-pyrazol-4-yl)-3,4-dihydroisoquinolin